O=C1NC(CCC1N1C(C2=CC=C(C=C2C1=O)NCCCCCN1CCN(CC1)C1=CC=C(C=C1)/C(=C(/CC)\C1=CC=CC=C1)/C1=CC=C(C=C1)O)=O)=O (E)-2-(2,6-dioxopiperidin-3-yl)-5-((5-(4-(4-(1-(4-hydroxyphenyl)-2-phenylbut-1-en-1-yl)phenyl)piperazin-1-yl)pentyl)amino)isoindoline-1,3-dione